COC=1C=C2C(=CNC2=CC1)CCNC1=NC=CC(=N1)NC1=CC=C2C=C(NC2=C1)C N2-[2-(5-methoxy-1H-indol-3-yl)ethyl]-N4-(2-methyl-1H-indol-6-yl)pyrimidine-2,4-diamine